C(CCCCCCCCCCCCCCC)(=O)OC[C@@H](OC(CCCCCCC\C=C/C\C=C/CCCCC)=O)CO 1-palmitoyl-2-linoleoyl-sn-glycerol